di(trimethylsiloxy)silicon C[Si](O[Si]O[Si](C)(C)C)(C)C